C1(CC1)C=1N=CC2=C3C(=CC(=C2C1)S(NCC(C)C)(=O)=O)[C@@H](C[C@H]3NC(CCN3C(CCC3)=O)=O)NC(=O)C=3C=NC=CC3 |r| N-[trans-(7RS,9RS)-3-cyclopropyl-5-(2-methylpropylsulfamoyl)-9-[3-(2-oxopyrrolidin-1-yl)propanoylamino]-8,9-dihydro-7H-cyclopenta[h]isoquinolin-7-yl]pyridine-3-carboxamide